Dimethyl-tert-butyl(2-iodoethoxy)silane C[Si](OCCI)(C(C)(C)C)C